C1(CCC(CC)O1)=O gamma-Caprolactone